3-ChloroPropionyl chloride ClCCC(=O)Cl